4-amino-2,2-dimethylbutyric acid NCCC(C(=O)O)(C)C